BrC1=CC(=C(C(=C1O)[N+](=O)[O-])C)F 6-bromo-4-fluoro-3-methyl-2-nitro-phenol